4-((6-methylpyridin-3-yl)methyl)piperidine-4-carbonitrile hydrochloride Cl.CC1=CC=C(C=N1)CC1(CCNCC1)C#N